FC1=CC(=C(OC2=C(C=NC(=C2)C(F)(F)F)C(=O)NC2=CC(=CC=C2)S(=O)(=O)C)C=C1)OC 4-(4-fluoro-2-methoxy-phenoxy)-N-(3-methylsulfonylphenyl)-6-(trifluoromethyl)pyridine-3-carboxamide